methyl (2S)-2-[4-bromo-2-(5-cyclopropyl-4-butoxy-4,5-dihydroisoxazol-3-yl)phenoxy]propanoate BrC1=CC(=C(O[C@H](C(=O)OC)C)C=C1)C1=NOC(C1OCCCC)C1CC1